1-(4-cyano-2-fluorophenyl)-N-(2-fluoro-4-(2-(((3S,5S)-5-fluoropiperidin-3-yl)amino)-8-isopropylpyrido[3,2-d]pyrimidin-6-yl)phenyl)methanesulfonamide C(#N)C1=CC(=C(C=C1)CS(=O)(=O)NC1=C(C=C(C=C1)C=1C=C(C=2N=C(N=CC2N1)N[C@@H]1CNC[C@H](C1)F)C(C)C)F)F